NC=1C2=C(N=CN1)N(C(=C2C2=CC(=C(C=C2)OC2=NC=C(C=N2)F)C)C2=C(C=C(C=C2)NC(C(=C)C)=O)F)C N-(4-(4-amino-5-(4-((5-fluoropyrimidin-2-yl)oxy)-3-methylphenyl)-7-methyl-7H-pyrrolo[2,3-d]pyrimidin-6-yl)-3-fluorophenyl)methacrylamide